C(C)(=O)C1=CN(C2=CC=C(C=C12)C=1C=NC=2N(C1)N=C(C2)C)CC(=O)O 2-(3-acetyl-5-(2-methylpyrazolo[1,5-a]pyrimidin-6-yl)-1H-indol-1-yl)acetic acid